O=C1NC(CC[C@H]1N1CC2=CC=C(C=C2C1=O)OC1CC(C1)N(C(C)C)CC1CCN(CC1)C1=NC=C(C=N1)C(=O)N)=O 2-(4-((((1r,3r)-3-((2-(2,6-dioxopiperidin-3-yl)-3-oxoisoindolin-5-yl)oxy)cyclobutyl)(isopropyl)amino)methyl)piperidin-1-yl)pyrimidine-5-carboxamide